8-methoxy-1,2,3,5,6,11-hexahydroindolizino[8,7-b]indole COC=1C=C2C3=C(NC2=CC1)C1CCCN1CC3